OCC(C(=O)OC[C@H]1O[C@H](CS1)N\C=C(/C(NC(=O)OCC(C)C)NC=O)\F)(C)CO ((2S,5R)-5-(((1E,3E)-2-fluoro-3-(formylamino)-3-((Isobutoxycarbonyl)amino)prop-1-en-1-yl)amino) 1,3-oxathiolan-2-yl)methyl 3-hydroxy-2-(hydroxymethyl)-2-methylpropanoate